(R or S)-2-(7-acryloyl-5-(4-amino-5-methyl-6-(trifluoromethyl)nicotinoyl)-3,4,5,5a,6,7,8,9-octahydro-2H-1,2,5,7-tetraazabenzo[cd]azulen-2-yl)-5-cyclopropylphenyl acetate C(C)(=O)OC1=C(C=CC(=C1)C1CC1)N1N=C2CCN(C[C@H]3C2=C1CCN3C(C3=CN=C(C(=C3N)C)C(F)(F)F)=O)C(C=C)=O |o1:20|